5-(4-ethyl-tetracyclo[6.2.1.13,6.02,7]-dodecane-4-yloxycarbonyl)-bicyclo[2.2.1]hept-2-ene C(C)C1(C2C3C4CCC(C3C(C1)C2)C4)OC(=O)C4C2C=CC(C4)C2